OC1=C(C=C(CO)C=C1I)I 4-hydroxy-3,5-diiodobenzyl alcohol